4-(5-chloro-3-(2-methoxyethyl)-2-(1-methyl-1H-pyrazol-4-yl)-3H-imidazo[4,5-b]pyridin-7-yl)morpholine ClC1=CC(=C2C(=N1)N(C(=N2)C=2C=NN(C2)C)CCOC)N2CCOCC2